N-[4-[1-(2,6-dioxo-3-piperidinyl)-4,6-difluoro-indol-5-yl]cyclohexyl]-N-methyl-carbamic acid tert-butyl ester C(C)(C)(C)OC(N(C)C1CCC(CC1)C=1C(=C2C=CN(C2=CC1F)C1C(NC(CC1)=O)=O)F)=O